BrC=1C=C(C(=NC1)C)CCS(=O)(=O)C 5-bromo-2-methyl-3-(2-(methylsulfonyl)ethyl)pyridine